COC1=C(C=CC(=C1)N1N=CC=C1)C1=NN=C(S1)C1=CCN(CC1)C(=O)OC(C)(C)C tert-Butyl 4-(5-(2-methoxy-4-(1H-pyrazol-1-yl)phenyl)-1,3,4-thiadiazol-2-yl)-5,6-dihydropyridine-1(2H)-carboxylate